C1=C(C=CC=2SC3=C(C21)C=CC=C3)C(=O)C3=CC=C(C=C3)F dibenzo[b,d]thiophen-2-yl-(4-fluorophenyl)methanone